NCC1=CC=C(C=C1)C1=CC(=CC=C1OC)S(=O)(=O)N1CCC2(CC(CO2)NC[C@@H](COC=2C=C(C=CC2)S(=O)(=O)NC)O)CC1 3-((2S)-3-(8-(4'-(aminomethyl)-6-methoxybiphenyl-3-ylsulfonyl)-1-oxa-8-azaspiro[4.5]decan-3-ylamino)-2-hydroxypropoxy)-N-methylbenzenesulfonamide